2-(2-{5-[(3R,5R)-3-amino-5-fluoropiperidine-1-carbonyl]-7-methoxy-1-methyl-1H-1,3-benzodiazol-2-yl}-1-(cyclopropylmethyl)-1H-pyrrolo[2,3-b]pyridin-6-yl)-6-hydroxybenzonitrile N[C@H]1CN(C[C@@H](C1)F)C(=O)C1=CC2=C(N(C(=N2)C2=CC=3C(=NC(=CC3)C3=C(C#N)C(=CC=C3)O)N2CC2CC2)C)C(=C1)OC